(2E)-3-phenylprop-2-enoic acid C1(=CC=CC=C1)/C=C/C(=O)O